OP(O)OP(O)O.C(CCCCCCCCCCCCCCCCC)C(O)(C(CO)(CO)CO)CCCCCCCCCCCCCCCCCC dioctadecylpentaerythritol diphosphite